tertiary butyl ethyl ether C(C)OC(C)(C)C